2-hydroxy-1,6-hexanediyl diacrylate C(C=C)(=O)OCC(CCCCOC(C=C)=O)O